N-[2-(3,4-dimethoxyphenyl)ethyl]cyclopentanecarboxamide COC=1C=C(C=CC1OC)CCNC(=O)C1CCCC1